ClC=1C(N(C(=CC1OC([2H])([2H])C1=NC=C(C=C1F)F)C)C1=C(C(=NC=C1C)C1=NC(=NC=C1)C(C)(C)O)F)=O 3-chloro-4-[(3,5-difluoropyridin-2-yl)(2H2)methoxy]-3'-fluoro-2'-[2-(2-hydroxypropan-2-yl)pyrimidin-4-yl]-5',6-dimethyl-[1,4'-bipyridin]-2-one